4-(4-((1R,5S)-3,8-diazabicyclo[3.2.1]octan-3-yl)-8-fluoro-2-(((2R,7aS)-2-fluorotetrahydro-1H-pyrrolizin-7a(5H)-yl)methoxy)quinazolin-7-yl)naphthalen-2-ol [C@H]12CN(C[C@H](CC1)N2)C2=NC(=NC1=C(C(=CC=C21)C2=CC(=CC1=CC=CC=C21)O)F)OC[C@]21CCCN1C[C@@H](C2)F